CC=1C(=NC(=NC1)NC=1C=NN(C1)C1CCN(CC1)C)C1=CC=C(C=C1)NCC1(CC1)C#N 1-(((4-(5-methyl-2-((1-(1-methylpiperidin-4-yl)-1H-pyrazol-4-yl)amino)pyrimidin-4-yl)phenyl)amino)methyl)cyclopropane-carbonitrile